4-(1-(3-amino-6-(2-hydroxyphenyl)pyridazin-4-yl)piperidin-3-yl)-2,5-dimethylbenzoate NC=1N=NC(=CC1N1CC(CCC1)C1=CC(=C(C(=O)[O-])C=C1C)C)C1=C(C=CC=C1)O